FC1=C(SC2=C1CCCC2)C(=O)O 3-fluoro-4,5,6,7-tetrahydrobenzothiophene-2-carboxylic acid